3-[5-(difluoromethyl)-1,3,4-oxadiazol-2-yl]-7-(3,4-difluorophenyl)-7,8-dihydropyrido[2,3-d]pyridazin-5(6H)-one FC(C1=NN=C(O1)C1=CC2=C(CN(NC2=O)C2=CC(=C(C=C2)F)F)N=C1)F